C(#N)C1CCN(CC1)CCN1N=CC2=C(C=C(C=C12)C(=O)N)C1=NN=C(N1)C1=CC(=NN1CC)C 1-[2-(4-cyanopiperidin-1-yl)ethyl]-4-[5-(1-ethyl-3-methyl-1H-pyrazol-5-yl)-4H-1,2,4-triazol-3-yl]-1H-indazole-6-carboxamide